(1-(4-fluoro-2,6-diisopropyl-phenyl)-1H-pyrazol-4-yl)(4-(2-hydroxypropan-2-yl)thiazol-2-yl)(imino)-λ6-sulfanone FC1=CC(=C(C(=C1)C(C)C)N1N=CC(=C1)S(=O)(=N)C=1SC=C(N1)C(C)(C)O)C(C)C